(3S)-N-[2-fluoro-5-[2-(2-hydroxyethoxy)-6-(morpholin-4-yl)pyridin-4-yl]-4-methylphenyl]-3-(trifluoromethoxy)pyrrolidine-1-carboxamide FC1=C(C=C(C(=C1)C)C1=CC(=NC(=C1)N1CCOCC1)OCCO)NC(=O)N1C[C@H](CC1)OC(F)(F)F